amyl-2-ethylhexyl monoperoxycarbonate C(OC(C(CCCC)CC)CCCCC)(=O)O[O-]